C(C1=CC=CC=C1)NC(CCC=1C(=NN(C1C)C=1C=CC=2N(N1)C(=NN2)C)C)=O N-benzyl-3-(3,5-dimethyl-1-(3-methyl-[1,2,4]triazolo[4,3-b]pyridazin-6-yl)-1H-pyrazol-4-yl)propionamide